BrC=1C=NN(C1)C1COC1 4-bromo-1-(oxetan-3-yl)-1H-pyrazole